benzyl (S)-5-(2-(4-fluorophenethyl)-3-(5-methyl-1,3,4-oxadiazol-2-yl)-5-oxo-7,8,9,9a-tetrahydro-5H-pyrido[2,3-a]pyrrolizin-4-yl)thiophene-2-carboxylate FC1=CC=C(CCC=2C(=C(C3=C([C@@H]4CCCN4C3=O)N2)C2=CC=C(S2)C(=O)OCC2=CC=CC=C2)C=2OC(=NN2)C)C=C1